sodium N-[4-(4-methylphenyl)-1,3-thiazol-2-yl]sulphonamide CC1=CC=C(C=C1)C=1N=C(SC1)NS(=O)=O.[Na]